ethyl 8-bromo-7-methoxy-1-propyl-4,5-dihydrobenzo[g]indazole-3-carboxylate BrC1=CC2=C(CCC=3C(=NN(C23)CCC)C(=O)OCC)C=C1OC